C(CCCCCCCCCCCCCCCCC)(=O)[O-].[Ni+2].C(CCCCCCCCCCCCCCCCC)(=O)[O-] nickel stearate salt